O\C(\C(=O)O)=C/C1=CC=CC=C1 (Z)-2-hydroxy-3-phenylacrylic acid